C1(CC1)[C@@H]1CN(C[C@@H](N1)C)C1=CC=C(C=2N=CC=NC12)C(=O)NC=1C=C(C=2N(C1)C=C(N2)C)F 8-((3R,5S)-3-cyclopropyl-5-methylpiperazin-1-yl)-N-(8-fluoro-2-methylimidazo[1,2-a]pyridin-6-yl)quinoxaline-5-carboxamide